2-[[1-(methylsulfonylmethyl)-3-(oxetan-3-yloxy)pyrazol-4-yl]amino]-7-[(3r,4r)-4-methyltetrahydrofuran-3-yl]pyrrolo[2,3-d]pyrimidine-6-carbonitrile CS(=O)(=O)CN1N=C(C(=C1)NC=1N=CC2=C(N1)N(C(=C2)C#N)[C@H]2COC[C@@H]2C)OC2COC2